ClC1=C(C(=O)N2CC3=CC=CC(=C3C(N2)=O)C2=CC(=C(C(=O)O)C=C2)N2CCOCC2)C(=CC(=C1)N1CCN(CC1)C(C)C)Cl 4-[2-[2,6-Dichloro-4-(4-propan-2-ylpiperazin-1-yl)benzoyl]-4-oxo-1,3-dihydrophthalazin-5-yl]-2-morpholin-4-ylbenzoic acid